C(C1=CC=CC=C1)OC(=O)NCC#CC1=CC(=NC=C1)C#CCNC(OC(C)(C)C)=O tert-butyl N-[3-[4-[3-(benzyloxycarbonylamino)prop-1-ynyl]-2-pyridyl]prop-2-ynyl]carbamate